Dimethylphosphonat COP(OC)=O